5-(2-((2-(1H-benzo[d]imidazol-2-yl)ethyl)amino)ethyl)-N-((3-fluoropyridin-2-yl)methyl)-1,2,4-oxadiazole-3-carboxamide N1C(=NC2=C1C=CC=C2)CCNCCC2=NC(=NO2)C(=O)NCC2=NC=CC=C2F